tert-butyl (4-(3,3-difluorocyclobutyl)-3-fluorophenyl)carbamate FC1(CC(C1)C1=C(C=C(C=C1)NC(OC(C)(C)C)=O)F)F